CN1N=CC=2N=CN=CC21 1-methyl-1H-pyrazolo[4,3-d]pyrimidin